2-(2-(2-isopropylphenyl)-4-(1,2,3,4-tetrahydronaphthalen-1-yl)piperazin-1-yl)-7-azaspiro[3.5]nonane C(C)(C)C1=C(C=CC=C1)C1N(CCN(C1)C1CCCC2=CC=CC=C12)C1CC2(C1)CCNCC2